4-(benzyloxy)-N-(4-(hydroxycarbamoyl)benzyl)quinoline-2-carboxamide 2-bromo-5-(1-(2,6-dioxopiperidin-3-yl)-1H-pyrazol-3-yl)phenylsulfurofluoridate BrC1=C(C=C(C=C1)C1=NN(C=C1)C1C(NC(CC1)=O)=O)OS(=O)(=O)F.C(C1=CC=CC=C1)OC1=CC(=NC2=CC=CC=C12)C(=O)NCC1=CC=C(C=C1)C(NO)=O